(2S,4S)-4-(((2R,4S,5S,6S)-4-amino-5-hydroxy-6-methyltetrahydro-2H-pyran-2-yl)oxy)-2,5,12-trihydroxy-7-methoxy-6,11-dioxo-1,2,3,4,6,11-hexahydrotetracene-2-carboxylic acid N[C@H]1C[C@@H](O[C@H]([C@H]1O)C)O[C@H]1C[C@@](CC2=C(C=3C(C4=CC=CC(=C4C(C3C(=C12)O)=O)OC)=O)O)(C(=O)O)O